4-{[3-Chloro-4-(3-fluoro-benzyloxy)-phenyl]amino}-6-(5-{[(2-methansulfonyl-ethyl)amino]methyl}-furan-2-yl)quinazoline ClC=1C=C(C=CC1OCC1=CC(=CC=C1)F)NC1=NC=NC2=CC=C(C=C12)C=1OC(=CC1)CNCCS(=O)(=O)C